N-(2-chloro-6-methylphenyl)-2-((6-(4-(8-(2-(2,6-dioxopiperidin-3-yl)-1-oxoisoindolin-4-yl)octanoyl)piperazin-1-yl)-2-methylpyrimidin-4-yl)amino)thiazole-5-carboxamide ClC1=C(C(=CC=C1)C)NC(=O)C1=CN=C(S1)NC1=NC(=NC(=C1)N1CCN(CC1)C(CCCCCCCC1=C2CN(C(C2=CC=C1)=O)C1C(NC(CC1)=O)=O)=O)C